NC(C#CC1=NC(=CC(=C1)C=1C=C(C=CC1C)NC(=O)C1=CC(=NC=C1)C(F)(F)F)N1CCOCC1)(C)C N-{3-[2-(3-amino-3-methylbut-1-yn-1-yl)-6-(morpholin-4-yl)pyridin-4-yl]-4-methylphenyl}-2-(trifluoromethyl)pyridine-4-carboxamide